1,1-Bis(4-cyanatophenyl)cyclohexan O(C#N)C1=CC=C(C=C1)C1(CCCCC1)C1=CC=C(C=C1)OC#N